OC1=C(C=C2C(=NC=NC2=C1)C1=CC=C(C=C1)NC(CC1=CC=C(C=C1)C(F)(F)F)=O)OC N-(4-(7-hydroxy-6-methoxyquinazoline-4-yl)phenyl)-2-(4-(trifluoromethyl)phenyl)acetamide